C(C)(C)(C)OC(=O)N1C(C(OCC1)=O)CCCCNC(=O)OC(C)(C)C 3-(4-((tert-Butoxycarbonyl)amino)butyl)-2-oxomorpholine-4-carboxylic acid tert-butyl ester